FC=1C=2N(C=C(C1)C1=CNC=3N=C(N=CC31)N[C@H](COC)C)C(=CN2)C (S)-5-(8-fluoro-3-methylimidazo[1,2-a]pyridin-6-yl)-N-(1-methoxypropan-2-yl)-7H-pyrrolo[2,3-d]pyrimidin-2-amine